(Ethyl-(tetrahydro-2H-pyran-4-yl)amino)-2-methyl-5-(1'-methyl-2-oxospiro[indolin-3,4'-piperidin]-6-yl)benzoic acid C(C)N(C1CCOCC1)C=1C(=C(C(=O)O)C=C(C1)C1=CC=C2C(=C1)NC(C21CCN(CC1)C)=O)C